ClC1=C(C=CC=C1)C1=C(C=2C(C3=CC=C(C=C3OC2C(=C1C(=O)OC)N)N(CCCC)CCCC)C1=C(C=CC=C1)C)C(=O)O 2-(2-chlorophenyl)-amino-6-dibutylamino-9-(2-methylphenyl)carboxyl-3-methoxycarbonylxanthene